5-(3-chlorobenzyl)-5H-pyrido[3'',4'':4',5']pyrrolo[3',2':4,5]imidazo[1,2-a]pyrazine ClC=1C=C(CN2C3=C(C=4N=C5N(C=CN=C5)C42)C=NC=C3)C=CC1